(4-(6-((2R,4S)-4-fluoro-2-(5-fluoro-2-methoxypyridin-3-yl)pyrrolidin-1-yl)imidazo[1,2-b]pyridazin-3-yl)pyrimidin-6-yl)ethanol F[C@H]1C[C@@H](N(C1)C=1C=CC=2N(N1)C(=CN2)C2=NC=NC(=C2)C(C)O)C=2C(=NC=C(C2)F)OC